1,2,3,4-di-o-isopropylidene-α-d-galactopyranose CC1(O[C@H]2[C@H](O[C@H]3[C@@H]([C@H]2O1)OC(O3)(C)C)CO)C